FC(CN(C1=NC=2N(C3=CC=C(C(=C13)F)F)C(=NN2)C)C2=CC(=CC=C2)C#CC(C)(C)C)F N-(2,2-difluoroethyl)-N-(3-(3,3-dimethylbut-1-yn-1-yl)phenyl)-6,7-difluoro-1-methyl-[1,2,4]triazolo[4,3-a]quinazolin-5-amine